5-amino-N-((5-cyclopropyl-4-methylpyridin-2-yl)methyl)-N-(pentan-3-yl)-1-((2-(trimethylsilyl)ethoxy)methyl)-6,8-dihydro-1H-furo[3,4-d]pyrrolo[3,2-b]pyridine-2-carboxamide NC1=C2C(=C3C(=N1)C=C(N3COCC[Si](C)(C)C)C(=O)N(C(CC)CC)CC3=NC=C(C(=C3)C)C3CC3)COC2